tert-butyl N-methyl-N-[1-methyl-3-(trifluoromethyl)-4,5,6,7-tetrahydro-2-benzothiophen-5-yl]carbamate CN(C(OC(C)(C)C)=O)C1CC=2C(=C(SC2C(F)(F)F)C)CC1